4-amino-N-ethyl-3,3-dimethyl-N-((5-(trifluoromethyl)pyridin-2-yl)methyl)-1,3-dihydrofuro[3,4-c]quinoline-8-carboxamide NC1=NC=2C=CC(=CC2C2=C1C(OC2)(C)C)C(=O)N(CC2=NC=C(C=C2)C(F)(F)F)CC